C(C)C(CP(O)(O)=O)(N1C2=CC=C(C=C2SC=2C=C(C=CC12)Br)Br)CC.P(=O)(O)(O)O phosphate (diethyl [2-(3,7-dibromo-10H-phenothiazin-10-yl)ethyl]phosphonate)